ClC1=C(C=CC=C1C1=CN=NC=C1)C=O (2-chloro-3-pyridazin-4-yl-phenyl)methanone